(E)-4-(dimethylamino)-1-(10-((4-((3-methylbenzyl)oxy)phenyl)amino)-2,3-dihydro-4H-[1,4]oxazino[2,3-f]quinazolin-4-yl)but-2-en-1-one CN(C/C=C/C(=O)N1CCOC2=C3C(=NC=NC3=CC=C21)NC2=CC=C(C=C2)OCC2=CC(=CC=C2)C)C